Methyl [(11,11-difluoro-1,3,4,7,8,9,10,11-octahydro-2H-pyrido[4',3':3,4]pyrazolo[1,5-a]azepin-8-yl)methyl]carbamate FC1(C=2N(CC(CC1)CNC(OC)=O)N=C1C2CNCC1)F